2,4,6-tri(4-oximinophenoxy)-1,3,5-triazine N(O)=C1CC=C(OC2=NC(=NC(=N2)OC2=CCC(C=C2)=NO)OC2=CCC(C=C2)=NO)C=C1